6-(2-hydroxy-2-methylpropoxy)-4-(6-(6-((6-methoxypyridin-3-yl)sulfonyl)-3,6-diazabicyclo[3.1.1]heptan-3-yl)pyridin-3-yl)pyrazolo[1,5-a]pyridine-3-carbonitrile OC(COC=1C=C(C=2N(C1)N=CC2C#N)C=2C=NC(=CC2)N2CC1N(C(C2)C1)S(=O)(=O)C=1C=NC(=CC1)OC)(C)C